[N].Cl hydrochloride nitrogen